alpha-azidostyrene methyl-4-(1-methylpiperidin-4-yl)-3-(oxetan-3-ylmethoxy)benzoate COC(C1=CC(=C(C=C1)C1CCN(CC1)C)OCC1COC1)=O.N(=[N+]=[N-])C(=C)C1=CC=CC=C1